BrC=1C=C2C=C(C(N(C2=NC1)CC1=NC=CC=N1)=O)C(=O)NC(C)C1=CC=C(C=C1)F 6-bromo-N-(1-(4-fluorophenyl)ethyl)-2-oxo-1-(pyrimidin-2-ylmethyl)-1,2-dihydro-1,8-naphthyridine-3-carboxamide